C(C)(C)(C)OC(=O)N1CC2(C(N(C3=C2N=C(N=C3N)SC)C=3C=CC2=C(N=C(O2)N)C3)=O)C1 tert-butyl-4'-amino-5'-(2-amino-1,3-benzoxazol-5-yl)-2'-methylsulfanyl-6'-oxo-spiro[azetidine-3,7'-pyrrolo[3,2-d]pyrimidine]-1-carboxylate